C(#N)C[C@@H](C1=CC=C(C=C1)S(=O)(=O)CC)NC(C1=CC=C(C=C1)N1[C@@H](CC[C@@H](C1)C1=CC2=C(OC(O2)(F)F)C=C1)COC(F)F)=O N-((S)-2-cyano-1-(4-(ethylsulfonyl)phenyl)ethyl)-4-((2S,5R)-5-(2,2-difluorobenzo[1,3]dioxol-5-yl)-2-((difluoromethoxy)methyl)piperidin-1-yl)benzamide